2-chloro-5-methyl-8-(tetrahydro-2H-pyran-4-yl-methyl)pyrido[2,3-d]pyrimidin-7(8H)-one ClC=1N=CC2=C(N1)N(C(C=C2C)=O)CC2CCOCC2